FC1(C2CN(CC1CC2)C(=O)C2=NOC(=N2)C2=C(C(=C(C(=C2)F)F)O)F)F (8,8-Difluoro-3-azabicyclo[3.2.1]octan-3-yl)(5-(2,4,5-trifluoro-3-hydroxyphenyl)-1,2,4-oxadiazol-3-yl)methanone